CC(CCCC(=O)OC1=C(C=CC=C1)C1SCCCS1)C 2-(1,3-dithian-2-yl)phenyl 5-methyl-hexanoate